C(C)(=O)O[C@H]1C=C([C@H]2OC(O[C@H]21)(C)C)C=O (3aS,4S,6aR)-6-Formyl-2,2-dimethyl-3a,6a-dihydro-4H-cyclopenta[d][1,3]dioxol-4-yl acetate